2,4,6-tris[3-(diphenylphosphinyloxy)phenyl]-1,3,5-triazine C1(=CC=CC=C1)P(=O)(OC=1C=C(C=CC1)C1=NC(=NC(=N1)C1=CC(=CC=C1)OP(=O)(C1=CC=CC=C1)C1=CC=CC=C1)C1=CC(=CC=C1)OP(=O)(C1=CC=CC=C1)C1=CC=CC=C1)C1=CC=CC=C1